Cl.C(CCC)NC(C)C1=CNC(C2=CC=CC=C12)=O 4-(1-(Butylamino)ethyl)isoquinolin-1(2H)-one hydrochloride